6-bromo-3-(cyclopropylmethyl)-5-methoxybenzo[d]oxazol-2(3H)-one BrC1=CC2=C(N(C(O2)=O)CC2CC2)C=C1OC